6-(4-(1-methyl-1H-pyrazol-4-yl)phenyl)-2-(2-(quinolin-6-yl)ethyl)pyridazin-3(2H)-one CN1N=CC(=C1)C1=CC=C(C=C1)C=1C=CC(N(N1)CCC=1C=C2C=CC=NC2=CC1)=O